S,S'-Methylenebis(3-Mercaptopropionic acid) C(SCCC(=O)O)SCCC(=O)O